O1C=COC(=C1)N [1,4]Dioxin-5-amine